sodium bismuth sulfate dihydrate O.O.S(=O)(=O)([O-])[O-].[Bi+3].[Na+].S(=O)(=O)([O-])[O-]